(S)-N-(3-(5-(1-Amino-1,3-dihydrospiro[indene-2,4'-piperidin]-1'-yl)-6-(hydroxymethyl)Pyrazin-2-yl)prop-2-yn-1-yl)benzamide N[C@@H]1C2=CC=CC=C2CC12CCN(CC2)C=2N=CC(=NC2CO)C#CCNC(C2=CC=CC=C2)=O